C=C(C(=O)OCCS(=O)(=O)C1=CC(=CC=C1)Cl)CC(=O)OCC1=CC=C(C=C1)OC 1-(2-((3-chlorophenyl)sulfonyl)ethyl) 4-(4-methoxybenzyl) 2-methylenesuccinate